CC(=CCCC1(OC=2C=C(C=C(C2C=C1)O)\C=C\C1=CC=CC=C1)C)CCC=C(C)C 2-(4,8-Dimethylnona-3,7-dienyl)-2-methyl-7-[(E)-2-phenylethenyl]chromen-5-ol